nickel-cobalt oxide lithium nickel-cobalt [Co].[Ni].[Li].[Co]=O.[Ni]